3-amino-2-(4-chlorobenzyl)propionic acid NCC(C(=O)O)CC1=CC=C(C=C1)Cl